trifluoro-[trans-2-methylcyclopropyl]potassium borate B(O)(O)O.FC1C(C1([K])F)(C)F